4-[(3S)-4-tert-butoxycarbonyl-3-(cyanomethyl)piperazin-1-yl]-2-methylsulfanyl-6,8-dihydro-5H-pyrido[3,4-d]pyrimidine-7-carboxylic acid benzyl ester C(C1=CC=CC=C1)OC(=O)N1CC=2N=C(N=C(C2CC1)N1C[C@@H](N(CC1)C(=O)OC(C)(C)C)CC#N)SC